Benzyl (imino(4-(((S)-2-((2R,4R)-4-phenylpyrrolidine-2-carboxamido)propanamido)methyl)phenyl)methyl)carbamate trifluoroacetate FC(C(=O)O)(F)F.N=C(C1=CC=C(C=C1)CNC([C@H](C)NC(=O)[C@@H]1NC[C@H](C1)C1=CC=CC=C1)=O)NC(OCC1=CC=CC=C1)=O